ClC=1C=CC(=C2C(C(=C(NC12)NC1=C(C=C(C=C1)F)F)C(CC(C)C)=O)=O)[N+](=O)[O-] 8-chloro-2-((2,4-difluorophenyl)amino)-3-(3-methylbutanoyl)-5-nitroquinolin-4(1H)-one